BrC1=CC=C(C=C1)N1C(CC2=CC=CC=C12)=O 1-(4-bromophenyl)indolin-2-one